N[C@@H](C)C1=NC2=C(C=CC(=C2C(N1C1C(C1)CO)=O)Cl)F 2-((S)-1-aminoethyl)-5-chloro-8-fluoro-3-(2-(hydroxymethyl)cyclopropyl)quinazolin-4(3H)-one